benzyl 3-(2-methoxyphenyl)propanoate COC1=C(C=CC=C1)CCC(=O)OCC1=CC=CC=C1